NC1=CC(C(NC1=NC=1C(=NN2C1C=CC=C2)N(CC)CC)=NC=2C(=NN1C2C=CC=C1)N(CC)CC)=N N3,N3'-(5-amino-3-iminopyridine-2,6(1H,3H)-diylidene)bis(N2,N2-diethylpyrazolo[1,5-a]pyridine-2,3-diamine)